2-((2S,4S)-1-propenoyl-4-(8-chloro-7-(6-chloro-5-methyl-1H-indazol-4-yl)-4-(3-(dimethylamino)azetidin-1-yl)-6-fluoro-1H-pyrazolo[4,3-c]quinolin-1-yl)piperidin-2-yl)acetonitrile C(C=C)(=O)N1[C@@H](C[C@H](CC1)N1N=CC=2C(=NC=3C(=C(C(=CC3C21)Cl)C2=C1C=NNC1=CC(=C2C)Cl)F)N2CC(C2)N(C)C)CC#N